NC1=C(C(C2=C(N=C3N(C2=O)CCS3)O1)C1=CC(=CC=C1)[N+](=O)[O-])C#N 8-amino-6-(3-nitrophenyl)-5-oxo-2,3-dihydro-5H,6H-pyrano[2,3-d][1,3]thiazolo[3,2-a]pyrimidine-7-carbonitrile